FC1=CC=C(C(=O)NC(C)C=2N=NN(C2)[C@H](CC2=CC=3C(CCC(C3C=C2)(C)C)(C)C)CC(=O)NO)C=C1 4-fluoro-N-(1-(1-((R)-4-(hydroxyamino)-4-oxo-1-(5,5,8,8-tetramethyl-5,6,7,8-tetrahydronaphthalen-2-yl)butan-2-yl)-1H-1,2,3-triazol-4-yl)ethyl)benzamide